ClC1=CC(=C(C=N1)NC(=O)C1(CN(C1)CCC(C(=O)OC)(C)C)C1=C(C=CC=C1)C(C)C)OCC methyl 4-(3-((6-chloro-4-ethoxypyridin-3-yl)carbamoyl)-3-(2-isopropylphenyl)azetidin-1-yl)-2,2-dimethylbutanoate